4-(2-trifluoromethylphenyl)but-3-en-2-one FC(C1=C(C=CC=C1)C=CC(C)=O)(F)F